Methyl 2-((4-(2-(4-chloro-2-fluorophenyl)-2-methylbenzo[d][1,3]dioxol-4-yl)-3,6-dihydropyridin-1(2H)-yl)methyl)-1-(((S)-oxetan-2-yl)methyl)-1H-benzo[d]imidazole-6-carboxylate ClC1=CC(=C(C=C1)C1(OC2=C(O1)C=CC=C2C=2CCN(CC2)CC2=NC1=C(N2C[C@H]2OCC2)C=C(C=C1)C(=O)OC)C)F